(2S)-1-ethylpyrrolidin C(C)N1CCCC1